C(=O)(O)CCP(CCC(=O)O)CCC(=O)O tris(2-carboxylethyl)phosphine